N1=C(N=CC=C1)C=1C=C(C=NC1)[C@H](C)N (1S)-1-[5-(pyrimidin-2-yl)pyridin-3-yl]ethan-1-amine